NC1=NC=NN2C1=CC=C2CC(=O)N2[C@@H]1C[C@@]1(C[C@H]2C(=O)NC2=NC(=CC=C2)Br)C (1R,3S,5R)-2-(2-(4-aminopyrrolo[2,1-f][1,2,4]triazin-7-yl)acetyl)-N-(6-bromopyridin-2-yl)-5-methyl-2-azabicyclo[3.1.0]hexane-3-carboxamide